N1=C(NC2=C1C=CC=C2)C=2C(OC1=CC(=CC=C1C2)N(CCC)CCC)=O 3-(2-benzimidazolyl)-7-(di-n-propylamino)coumarin